1-(2-(benzylamino)-2-oxoethyl)-1-(2-((2-(dimethylcarbamoyl)-4-methylthiophen-3-yl)amino)-2-oxoethyl)-4,4-bis(hydroxymethyl)piperidin-1-ium C(C1=CC=CC=C1)NC(C[N+]1(CCC(CC1)(CO)CO)CC(=O)NC1=C(SC=C1C)C(N(C)C)=O)=O